CN(SC1(C=CC(C=C1)=C1C=CC(N)(C=C1)SN(C)C)N)C 4,4'-bis(dimethylamino)thiobenzidine